methyl 4-chloro-[1,2,4]triazolo[1,5-a]quinoxaline-7-carboxylate ClC=1C=2N(C3=CC=C(C=C3N1)C(=O)OC)N=CN2